N1=CC=NC2=CC(=CC=C12)C1=NC=CC=C1C(=O)N (quinoxalin-6-yl)pyridine-3-carboxamide